COC1=C(C=CC=C1)C(C(C)NC)=O 1-(2-methoxyphenyl)-2-(methylamino)propan-1-one